6-(1-((S)-2,3-dihydroxypropyl)-5-methyl-1H-pyrazol-4-yl)-4-((R)-1-(5-fluoropyridin-2-yl)ethoxy)pyrazolo[1,5-a]pyridine-3-carbonitrile O[C@@H](CN1N=CC(=C1C)C=1C=C(C=2N(C1)N=CC2C#N)O[C@H](C)C2=NC=C(C=C2)F)CO